methyl 3-((1-hydroxyhexan-3-yl)thio)propanoate OCCC(CCC)SCCC(=O)OC